2-({4-[N-(4-fluorobicyclo[4.2.0]octa-1,3,5-trien-7-yl)-N'-hydroxycarbamimidoyl]-1,2,5-oxadiazol-3-yl}oxy)-N-(2-hydroxy-2-methylpropyl)acetamide FC1=CC=C2CC(C2=C1)NC(=NO)C=1C(=NON1)OCC(=O)NCC(C)(C)O